3-(1H-indol-6-yl)urea N1C=CC2=CC=C(C=C12)NC(N)=O